2-allyl-2-phenylmethoxy-1,3-propanediol C(C=C)C(CO)(CO)OCC1=CC=CC=C1